tert-butyl (12aR)-9-bromo-10-chloro-3,4,12,12a-tetrahydro-6H-pyrazino[2,1-c][1,4]benzoxazepine-2(1H)-carboxylate BrC1=C(C2=C(CN3[C@@H](CO2)CN(CC3)C(=O)OC(C)(C)C)C=C1)Cl